OC(C)(C)C1CC(C1)NC(=O)C1=NC(=NC(=C1)C1CCOCC1)C1=CN=CN1C N-((1r,3r)-3-(2-hydroxypropan-2-yl)cyclobutyl)-2-(1-methyl-1H-imidazol-5-yl)-6-(tetrahydro-2H-pyran-4-yl)pyrimidine-4-carboxamide